NC1=CC=C(C=C1)C=1NC2=CC=CC=C2C1 2-(4-aminophenyl)-1H-indole